[Cl-].ClC=CC[N+]12CN3CN(CN(C1)C3)C2 chloroallyl-3,5,7-triaza-1-azoniaadamantane chloride